C1(CC12CCOCC2)C(=O)N 6-oxaspiro[2.5]Octane-1-carboxamide